1,4-bis[3-hexyloxy-2-hydroxy-propylamino]benzene C(CCCCC)OCC(CNC1=CC=C(C=C1)NCC(COCCCCCC)O)O